N-(2-(3,5-dimethyl-1H-pyrazol-1-yl)ethyl)-5-(furan-2-yl)isoxazole-3-carboxamide CC1=NN(C(=C1)C)CCNC(=O)C1=NOC(=C1)C=1OC=CC1